tert-butyl 2-(6-((2-((tert-butoxycarbonyl) amino)-2-methylpropyl) carbamoyl) pyrazin-2-yl)-5-cyano-1H-indole-1-carboxylate C(C)(C)(C)OC(=O)NC(CNC(=O)C1=CN=CC(=N1)C=1N(C2=CC=C(C=C2C1)C#N)C(=O)OC(C)(C)C)(C)C